ClC(C(=O)C1=CC=C(C=C1)OC1=CC=C(C=C1)C(C(C)(C)Cl)=O)(C)C 2-chloro-1-{4-[4-(2-chloro-2-methyl-propionyl)-phenoxy]-phenyl}-2-methyl-propan-1-one